ClC=1C(=C(C=CC1)C1=CC=C2CCC(C2=C1)C(=O)O)C=1C=C2C=NNC2=CC1 6-(3-chloro-2-(1H-indazol-5-yl)phenyl)-2,3-dihydro-1H-indene-1-carboxylic acid